BrC=1C(=CC2=C(NC(C(CS2)(C)CC)=O)C1)OC 7-bromo-3-ethyl-8-methoxy-3-methyl-2,3-dihydro-1,5-benzothiazepin-4(5H)-one